ethyl (2S,E)-15-benzyl-2-isobutyl-7-(methylcarbamoyl)-3,16-dioxo-1,4-diazacyclohexadec-9-ene-5-carboxylate C(C1=CC=CC=C1)C1CCCC/C=C/CC(CC(NC([C@@H](NC1=O)CC(C)C)=O)C(=O)OCC)C(NC)=O